bis(4-tert-butylphenyl)-4,4'-bipyridinium C(C)(C)(C)C1=CC=C(C=C1)[N+]1=CC=C(C=C1)C1=CC=[N+](C=C1)C1=CC=C(C=C1)C(C)(C)C